[N+](=O)([O-])[O-].S(=O)(=O)([O-])[O-].[NH4+].[NH4+].[NH4+] ammonium sulphate nitrate salt